FC1=C(C=CC=C1)NC(OC1CN(CC1(F)F)C=1C=2N(N=C(C1)C=1C(NC(NC1)=O)=O)C=CN2)=O 1-(6-(2,4-dioxo-1,2,3,4-tetrahydropyrimidin-5-yl)imidazo[1,2-b]pyridazin-8-yl)-4,4-difluoropyrrolidin-3-yl (2-fluorophenyl)carbamate